ClC1=NC=2N(C=C1)N=C(C2C#N)C=2OC=CC2 5-chloro-2-(2-furyl)pyrazolo[1,5-a]pyrimidine-3-carbonitrile